CC1OC2=C(C1)C=CC=C2C(C)(O)C=2N=CN(C2)C(C2=CC=CC=C2)(C2=CC=CC=C2)C2=CC=CC=C2 1-(2-methyl-2,3-dihydro-1-benzofuran-7-yl)-1-[1-(trityl)imidazol-4-yl]ethanol